O1CCN(CC1)CC1=CC=C(C=C1)NC=1N=CC2=C(N1)C(=CS2)C=2C=C(C=CC2)NS(=O)(=O)C N-(3-(2-(4-(morpholinomethyl)phenylamino)thieno[3,2-d]pyrimidin-7-yl)phenyl)methanesulfonamide